(E)-Methyl 3-(3-Chloro-2-fluoro-6-(1H-tetrazol-1-yl)phenyl)acrylate ClC=1C(=C(C(=CC1)N1N=NN=C1)/C=C/C(=O)OC)F